C(N)(OC1(CCC(CC1)CC(C)(C)NC[C@@H](C1=NC(=CC=C1)C(F)(F)F)O)C(C)(C)C)=O ((1S,4r)-tert-butyl 4-(2-(((S)-2-hydroxy-2-(6-(trifluoromethyl) pyridin-2-yl) ethyl) amino)-2-methylpropyl) cyclohexyl) carbamate